(S)-N-Boc-2-(hydroxymethyl)pyrrolidine C(=O)(OC(C)(C)C)N1[C@@H](CCC1)CO